C[C@@H]1NC[C@H](N(C1)C(=O)OC(C)(C)C)CCC tert-butyl (2R,5s)-5-methyl-2-propylpiperazine-1-carboxylate